OCCOC1=C(C=CC=2C3(C4=CC=CC=C4SC12)OCC(CO3)C3=CC=CC=C3)OCCO 2-[4'-(2-hydroxyethoxy)-5-phenyl-spiro[1,3-dioxane-2,9'-thioxanthene]-3'-yl]oxyethanol